N[C@H](CC(C=O)C)C(C)C (3S,4R)-4-amino-2,5-dimethylhexanal